ClC1=C(C(=CC=C1)F)CC1=NOC(N1CC1COCCC1)=O 3-[(2-chloro-6-fluorophenyl)methyl]-4-(oxan-3-ylmethyl)-4,5-dihydro-1,2,4-oxadiazol-5-one